N1(CCOCC1)C(=O)C1=CC=C(C2=C1OCCO2)NC2=CC(=C1C(=N2)NC=C1C#N)NCCC 6-((8-(morpholine-4-carbonyl)-2,3-dihydrobenzo[b][1,4]dioxin-5-yl)amino)-4-(propylamino)-1H-pyrrolo[2,3-b]pyridine-3-carbonitrile